para-octylaminobenzoic acid C(CCCCCCC)NC1=CC=C(C(=O)O)C=C1